NC1=C2C(=NC=N1)N(N=C2C2=CC=C(C=C2)OC2=CC=CC=C2)[C@H]2[C@@H](CN(CC2)C(=O)[O-])F (3R,4R)-4-(4-amino-3-(4-phenoxyphenyl)-1H-pyrazolo[3,4-d]pyrimidin-1-yl)-3-fluoropiperidine-1-carboxylate